1-(5-((4-(1-(4-((9-cyclopentyl-8-(phenylamino)-4,9-dihydro-3H-purin-2-yl)amino)phenyl)piperidin-4-yl)piperazin-1-yl)methyl)pyridin-2-yl)dihydropyrimidine-2,4(1H,3H)-dione C1(CCCC1)N1C2NC(=NC=C2N=C1NC1=CC=CC=C1)NC1=CC=C(C=C1)N1CCC(CC1)N1CCN(CC1)CC=1C=CC(=NC1)N1C(NC(CC1)=O)=O